N1=CC=C(C=C1)C=1C=CC2=C(N(C(=N2)C2=NN(C3=CC=C(C=C23)C(=O)NCCCNC(OC(C)(C)C)=O)COCC[Si](C)(C)C)COCC[Si](C)(C)C)C1 tert-butyl (3-(3-(6-(pyridin-4-yl)-1-((2-(trimethylsilyl)ethoxy)methyl)-1H-benzo[d]imidazol-2-yl)-1-((2-(trimethylsilyl)ethoxy)methyl)-1H-indazole-5-carboxamido)propyl)carbamate